CC1=CC(=C(C#N)C=C1)CC1N(C(C2=CC=CC=C12)=O)CC1=CC2=C(NC(O2)=O)C=C1 4-methyl-2-((3-oxo-2-((2-oxo-2,3-dihydrobenzo[d]oxazol-6-yl)methyl)isoindolin-1-yl)methyl)benzonitrile